C1(CCCC1)NC=1C=C(C=C2C(=C(NC12)C1=CC=CC=C1)CC(F)(F)F)COCC 1-(7-(cyclopentylamino)-5-(ethoxymethyl)-2-phenyl-1H-indol-3-yl)-2,2,2-trifluoroethane